[Si](C)(C)(C(C)(C)C)OCCNCCCCCCCC(=O)OCCCCCCCCC nonyl 8-((2-((tert-butyldimethylsilyl)oxy) ethyl)amino)octanoate